2,6-di-tert-butyl-4-hydroxybenzylacetone C(C)(C)(C)C1=C(CCC(C)=O)C(=CC(=C1)O)C(C)(C)C